N1C(=NC2=C1C=CC=C2)C2=CC(=NN2CC2=CC=C(C=C2)OC)C2=NC(=NC=C2C(=O)N)Cl [5-(1H-benzimidazol-2-yl)-1-[(4-methoxyphenyl)methyl]pyrazol-3-yl]-2-chloro-pyrimidine-5-carboxamide